FC(OC1=CC=C(C=C1)N[C@@H]1CC[C@H](CC1)S(=O)(=O)C1=CC=C(C=C1)C1=CC=C(C=C1)C#N)(F)F 4'-{[trans-4-{[4-(trifluoromethoxy)phenyl]Amino}cyclohexyl]sulfonyl}-[1,1'-biphenyl]-4-carbonitrile